hydroxyethyl 2-hexyldecanoate C(CCCCC)C(C(=O)OCCO)CCCCCCCC